(5-methyl-2-oxo-1,3-dioxol-4-yl)methyl (R)-(1-(benzo[d][1,3]dioxol-5-yl)propan-2-yl)(methyl)carbamate O1COC2=C1C=CC(=C2)C[C@@H](C)N(C(OCC=2OC(OC2C)=O)=O)C